C(C)N(C(OC(C)(C)C)=O)CCCCCCC(=O)N[C@H](C(=O)N1[C@@H](C[C@H](C1)O)C(N[C@@H](C)C1=CC=C(C=C1)C1=C(N=CS1)C)=O)C(C)(C)C tert-butyl ethyl(7-(((S)-1-((2S,4R)-4-hydroxy-2-(((S)-1-(4-(4-methylthiazol-5-yl)phenyl)ethyl)carbamoyl)pyrrolidin-1-yl)-3,3-dimethyl-1-oxobutan-2-yl)amino)-7-oxoheptyl)carbamate